N1(CCC1)C=1C2=C(N=CN1)C=CC(=N2)Cl 4-(azetidin-1-yl)-6-chloropyrido[3,2-d]pyrimidine